ClC=1C(=NC(=NC1)NC1=CC(=C(C=C1)N1CCN(CC1)C)OC)C1=CN=C(S1)C1(CC1)C#N 1-(5-(5-chloro-2-((3-methoxy-4-(4-methylpiperazin-1-yl)phenyl)amino)pyrimidin-4-yl)thiazol-2-yl)cyclopropane-1-carbonitrile